The molecule is an icosanoid anion that is the conjugate base of leukotriene B5, obtained by deprotonation of the carboxy group; major species at pH 7.3. It is an icosanoid anion and a hydroxy polyunsaturated fatty acid anion. It is a conjugate base of a leukotriene B5. CC/C=C\\C/C=C\\C[C@H](/C=C/C=C/C=C\\[C@H](CCCC(=O)[O-])O)O